N1CCC(CC1)N1C=NC2=C1C=CC=C2 1-(Piperidin-4-yl)-1H-benzo[d]imidazole